1-(2-{[1-(bicyclo[1.1.1]pentan-1-yl)-5-chloro-1H-pyrazol-4-yl]amino}-6,8-dichloroquinazolin-7-yl)-4-methylpiperidin-4-ol C12(CC(C1)C2)N2N=CC(=C2Cl)NC2=NC1=C(C(=C(C=C1C=N2)Cl)N2CCC(CC2)(O)C)Cl